methyl (R)-2-((4-(2-chloro-4-fluorophenyl)-2-oxo-2H-chromen-7-yl)oxy)propanoate ClC1=C(C=CC(=C1)F)C1=CC(OC2=CC(=CC=C12)O[C@@H](C(=O)OC)C)=O